FC=1C(=CC2=C(N=C(S2)C2=C3N=CC(=NC3=CC(=C2)C)OC)C1)O[C@@H]1CN(C[C@H]1O)C(=O)OCC1=CC=CC=C1 |r| rac-trans-benzyl 3-((5-fluoro-2-(2-methoxy-7-methylquinoxalin-5-yl) benzo[d]thiazol-6-yl) oxy)-4-hydroxypyrrolidine-1-carboxylate